(4-chloro-3-hydroxynaphthalen-2-yl)boric acid ClC1=C(C(=CC2=CC=CC=C12)OB(O)O)O